3-(azidomethyl)[1,2,3]triazolo[1,5-a]pyridine (7-(2-(4-(6-Fluorobenzo[b]thiophen-4-yl)piperazin-1-yl)ethyl)-2-oxo-3,4-dihydroquinolin-1(2H)-yl)methyl-cyclohexylcarbamate FC=1C=C(C2=C(SC=C2)C1)N1CCN(CC1)CCC1=CC=C2CCC(N(C2=C1)CN(C(O)=O)C1CCCCC1)=O.N(=[N+]=[N-])CC=1N=NN2C1C=CC=C2